1,3-dichloro-5,5-dimethylimidazolidine ClN1CN(CC1(C)C)Cl